Br[C@@H](C(=O)Cl)C (R)-2-bromopropionyl chloride